tert-butyl 3-(4-iodophenyl)morpholine-4-carboxylate IC1=CC=C(C=C1)C1N(CCOC1)C(=O)OC(C)(C)C